C1(CC1)C1=CC(=NN1)NC1=NC(=NC=C1)N1CC2(CC(C1)C2)CO [3-[4-[(5-Cyclopropyl-1H-pyrazol-3-yl)amino]pyrimidin-2-yl]-3-azabicyclo[3.1.1]heptan-1-yl]methanol